CCCCC/C=C\CCCCCCCC(=O)O[C@H](COC(=O)CCCCCC/C=C\C/C=C\C/C=C\CCCCC)COP(=O)(O)OC[C@H](CO)O 1-(8Z,11Z,14Z-eicosatrienoyl)-2-(9Z-pentadecenoyl)-glycero-3-phospho-(1'-sn-glycerol)